CC=1N(C2=CC(=CC=C2C1CN1CCOCC1)C=O)C Dimethyl-3-(morpholinomethyl)-1H-indole-6-carbaldehyde